methyl 4-[1-(trideuteriomethyl)-4-(trifluoromethyl)imidazol-2-yl]benzoate [2H]C(N1C(=NC(=C1)C(F)(F)F)C1=CC=C(C(=O)OC)C=C1)([2H])[2H]